C(C)(=O)[O-].C(C)(=O)[O-].C(C)(=O)[O-].C(C)[NH-] ethylamide triacetate